CC1=CC=C(C=C1)S(=O)(=O)N[C@@H](C)C(=O)C(C)O N-(p-toluenesulfonyl)-L-alanyl-ethanol